C1(=CC=CC=C1)S(=O)(=O)C=CS(=O)(=O)C1=CC=CC=C1 1,2-bis(phenylsulfonyl)ethylene